C1(C=CC(N1CCCCCC(=O)ON1C(CCC1=O)=O)=O)=O N-[e-maleimidocaproyloxy]succinimide